N[C@@H]1CN(CC[C@H]1F)C1=CC(=NC=C1C=1C=NN(C1)C(F)F)NC1=NC(=C(C#N)C=C1)C1=C(C=CC=C1OC)F 6-((4-((3R,4R)-3-amino-4-fluoropiperidin-1-yl)-5-(1-(difluoromethyl)-1H-pyrazol-4-yl)pyridin-2-yl)amino)-2-(2-fluoro-6-methoxyphenyl)nicotinonitrile